C(#C)[C@@H]1CN(CCO1)C(=O)OC(C)(C)C tert-butyl (2R)-2-ethynylmorpholine-4-carboxylate